N-(7-methoxy-4-methylquinazolin-6-yl)propionamide COC1=C(C=C2C(=NC=NC2=C1)C)NC(CC)=O